7-Bromo-5-chloro-3-(1-(difluoromethyl)-1H-pyrazol-4-yl)-2-methyl-3H-imidazo[4,5-b]pyridine BrC1=C2C(=NC(=C1)Cl)N(C(=N2)C)C=2C=NN(C2)C(F)F